N-tert.-Butyl-4-[[2-[2-hydroxy-5-(1-hydroxyethyl)phenyl]acetyl]amino]pyridin C(C)(C)(C)N1CC=C(C=C1)NC(CC1=C(C=CC(=C1)C(C)O)O)=O